(2S)-2-methoxypropionic acid CO[C@H](C(=O)O)C